2-((4-(2-ethylphenyl)-1-oxo-1,2-dihydroisoquinolin-7-yl)oxy)acetamide C(C)C1=C(C=CC=C1)C1=CNC(C2=CC(=CC=C12)OCC(=O)N)=O